(2S,4R)-1-[(2S)-2-(4-cyclopropyltriazol-1-yl)-3,3-dimethyl-butanoyl]-4-hydroxy-N-[(2-morpholinosulfonylphenyl)methyl]pyrrolidine-2-carboxamide C1(CC1)C=1N=NN(C1)[C@H](C(=O)N1[C@@H](C[C@H](C1)O)C(=O)NCC1=C(C=CC=C1)S(=O)(=O)N1CCOCC1)C(C)(C)C